(±)-trans-N-(8-amino-6-(5-amino-4-methylpyridin-3-yl)-2,7-naphthyridin-3-yl)-2-Cyanocyclopropanecarboxamide NC=1N=C(C=C2C=C(N=CC12)NC(=O)[C@H]1[C@@H](C1)C#N)C=1C=NC=C(C1C)N |r|